(1-((2s,3r,4r,5r)-3-fluoro-4-hydroxy-5-(hydroxymethyl)tetrahydrofuran-2-yl)-2-oxo-1,2-dihydropyrimidin-4-yl)-5-phenylpyridinecarboxamide F[C@H]1[C@H](O[C@@H]([C@H]1O)CO)N1C(N=C(C=C1)C=1C(=NC=C(C1)C1=CC=CC=C1)C(=O)N)=O